CC1=CC=C(C=C1)S(=O)(=O)OCCOCCOCCOC=1C=C2C(N(C(C2=CC1)=O)C1C(NC(CC1)=O)=O)=O 2-[2-[2-[2-(2,6-dioxo-3-piperidyl)-1,3-dioxo-isoindolin-5-yl]oxyethoxy]ethoxy]ethyl 4-methylbenzenesulfonate